OC1C[C@@H](N(C[C@H]1C)C(=O)OC(C)(C)C)C1=CC=CC=C1 tert-butyl (2R,5R)-4-hydroxy-5-methyl-2-phenyl-piperidine-1-carboxylate